5-cyclopropyl-6-(5-fluoro-2-hydroxyphenyl)-1-methylpyridin-2(1H)-one C1(CC1)C=1C=CC(N(C1C1=C(C=CC(=C1)F)O)C)=O